(S)-5-(benzyloxy)-2-(6-isopropylbenzo[d]oxazol-2-yl)-6-methoxy-1,2,3,4-tetrahydroisoquinoline-3-carboxylic acid C(C1=CC=CC=C1)OC1=C2C[C@H](N(CC2=CC=C1OC)C=1OC2=C(N1)C=CC(=C2)C(C)C)C(=O)O